(3S,4S)-1-cyclopropylmethyl-4-{[5-(2,4-difluoro-phenyl)-[1,3,4]oxadiazole-2-carbonyl]-amino}-piperidine-3-carboxylic acid (1-pyridin-2-yl-cyclopropyl)-amide N1=C(C=CC=C1)C1(CC1)NC(=O)[C@H]1CN(CC[C@@H]1NC(=O)C=1OC(=NN1)C1=C(C=C(C=C1)F)F)CC1CC1